ClC1=CC=C(C=C1)N1C(C=CC1=O)=O 1-(4-chlorophenyl)-pyrrole-2,5-dione